C(C1=CC=CC=C1)N1C(=NC=2C(=NC=3C=CC=CC3C21)N)CCCC 1-benzyl-2-butyl-imidazo[4,5-c]quinolin-4-amine